2-(6-(((1S,4S,5S,6R)-6-fluoro-1,2-dimethyl-2-azabicyclo[2.2.1]heptan-5-yl)(methyl)amino)pyridazin-3-yl)-5-(1H-imidazol-1-yl)phenol F[C@@H]1[C@H]([C@@H]2CN([C@]1(C2)C)C)N(C2=CC=C(N=N2)C2=C(C=C(C=C2)N2C=NC=C2)O)C